(S)-4-chloro-7-fluoro-N,N-dimethyl-6-(1-(2-methyl-3-(1H-1,2,3-triazol-1-yl)propanoyl)-1,2,5,6-tetrahydropyridin-3-yl)-1H-indole-2-carboxamide ClC1=C2C=C(NC2=C(C(=C1)C=1CN(CCC1)C([C@H](CN1N=NC=C1)C)=O)F)C(=O)N(C)C